C(C)(C)NCCCN1CCOCC1 N-(3-isopropylaminopropyl)morpholine